FC1=C(C(=CC=C1)F)[C@H](C)C1(CCN(CC1)C(C1=C(N=CC=C1)C1=NC=NC=C1)=O)C#N (R)-4-(1-(2,6-difluorophenyl)ethyl)-1-(2-(pyrimidin-4-yl)nicotinoyl)piperidine-4-carbonitrile